(4-methylpiperidin-1-yl)-3-benzylurea CC1CCN(CC1)NC(=O)NCC1=CC=CC=C1